FC(OC=1C=C2C(=CN1)NN=C2I)F 5-(difluoromethoxy)-3-iodo-1H-pyrazolo[3,4-c]pyridine